5-bromo-3-(4-methylpiperazin-1-yl)-pyrazin-2(1H)-one BrC=1N=C(C(NC1)=O)N1CCN(CC1)C